NC1C(CN(CC1)C(=O)[C@]12C[C@]3(C[C@](C[C@@H](C1)C3)(C2)C2=CC=CC=C2)C)(F)F (4-amino-3,3-difluoropiperidin-1-yl)((1S,3R,5R,7S)-3-methyl-5-phenyladamantan-1-yl)methanone